C(CCC(=O)O)(=O)O.SCC(=O)O.SCC(=O)O bis(mercaptoacetic acid) 1,4-butanediate